COC(COC1=CC(=C(C=C1)O)[N+](=O)[O-])C 4-(2-methoxypropoxy)-2-nitrophenol